2-methoxy-5H-dibenzo[b,f]azepine COC1=CC2=C(NC3=C(C=C2)C=CC=C3)C=C1